4-(((1-ethyl-1H-pyrazolo[3,4-b]pyridine-4-yl)amino)methyl)piperidine-1-sulfonamide hydrochloride Cl.C(C)N1N=CC=2C1=NC=CC2NCC2CCN(CC2)S(=O)(=O)N